2-methoxy-2-methylpropan-1-ol COC(CO)(C)C